N-2-pyridinylglycine methyl ester COC(CNC1=NC=CC=C1)=O